N-(6-chloro-4-(4-methylpiperazin-1-yl)-3'-(morpholinomethyl)-[1,1-biphenyl]-3-yl)-6-oxo-4-(trifluoromethyl)-1,6-dihydropyridine-3-carboxamide ClC1=CC(=C(C=C1C1=CC(=CC=C1)CN1CCOCC1)NC(=O)C1=CNC(C=C1C(F)(F)F)=O)N1CCN(CC1)C